2-iodo-4,4'-difluoro-1,1'-biphenyl IC1=C(C=CC(=C1)F)C1=CC=C(C=C1)F